Tert-Butyl 3-[4-[5-(trifluoromethyl)pyrazin-2-yl]oxyphenyl]azetidine-1-carboxylate FC(C=1N=CC(=NC1)OC1=CC=C(C=C1)C1CN(C1)C(=O)OC(C)(C)C)(F)F